Lithium Magnesium Natrium [Na].[Mg].[Li]